4-[(2-{4-[5-chloro-2-(1,3-oxazol-4-yl)phenyl]-5-methoxy-2-oxopyridin-1(2H)-yl}-4-methoxybutyryl)amino]benzoic acid ClC=1C=CC(=C(C1)C1=CC(N(C=C1OC)C(C(=O)NC1=CC=C(C(=O)O)C=C1)CCOC)=O)C=1N=COC1